6-vinyl-2,2,6-trimethyltetrahydro-3(4H)-pyrone C(=C)C1(CCC(C(O1)(C)C)=O)C